(S)-2-amino-3-guanidino-propionic acid N[C@H](C(=O)O)CNC(=N)N